2,2,5,5-tetraisopropylpyrrolidine C(C)(C)C1(NC(CC1)(C(C)C)C(C)C)C(C)C